[Si](C)(C)(C(C)(C)C)O[C@H]1[C@@H](O[C@@H]([C@H]1O)CO)N1C(N=C(C=C1)NC(C1=CC=CC=C1)=O)=O N-(1-((2R,3R,4R,5R)-3-((tert-butyldimethylsilyl)oxy)-4-hydroxy-5-(hydroxymethyl)tetrahydrofuran-2-yl)-2-oxo-1,2-dihydropyrimidin-4-yl)benzamide